2-Chloro-5-{[(3-hydroxy-2,2-dimethylpropionyl)amino]methyl}-N-{1-[2-methyl-4-(trifluoromethoxy)phenyl]-1H-indazol-4-yl}benzamide ClC1=C(C(=O)NC2=C3C=NN(C3=CC=C2)C2=C(C=C(C=C2)OC(F)(F)F)C)C=C(C=C1)CNC(C(CO)(C)C)=O